butyl 2-(5-bromo-6-oxo-2-(3-(trifluoromethyl)-5,6-dihydro-[1,2,4]triazolo[4,3-a]pyrazin-7(8H)-yl)pyrimidin-1(6H)-yl)acetate BrC1=CN=C(N(C1=O)CC(=O)OCCCC)N1CC=2N(CC1)C(=NN2)C(F)(F)F